C1(=CC=CC=C1)C(CCC1=CC=CC=C1)C(C#N)C#N 2-(1,3-diphenyl-propyl)malononitrile